B(O)(O)O boric acid hydroxide